O=C1N(N=C(C=C1C(=O)NC(C(F)(F)F)C(C)(C)O)C1=CC=C(C=C1)OC(F)(F)F)C=1C=NC=CC1 3-oxo-2-(pyridin-3-yl)-N-(1,1,1-trifluoro-3-hydroxy-3-methylbutan-2-yl)-6-[4-(trifluoromethoxy)phenyl]-2,3-dihydropyridazine-4-carboxamide